9-(1-((6-chloro-2-(1-methyl-1H-pyrazol-4-yl)pyridin-3-yl)amino)-2-(4-methylpiperazin-1-yl)ethyl)-3-ethyl-4,7-dimethyl-3,4-dihydro-5H-pyrazolo[3,4-c]isoquinolin-5-one ClC1=CC=C(C(=N1)C=1C=NN(C1)C)NC(CN1CCN(CC1)C)C=1C=2C3=C(N(C(C2C=C(C1)C)=O)C)N(N=C3)CC